FC(CN1C=NC2=C1C=C(C=C2)C=2C=CN1N=C(N=C(C12)OC)N[C@@H]1[C@H](CN(CC1)C1(COC1)[2H])F)F 5-(1-(2,2-difluoroethyl)-1H-benzo[d]imidazol-6-yl)-N-((3S,4S)-3-fluoro-1-(oxetan-3-yl-3-d)piperidin-4-yl)-4-methoxypyrrolo[2,1-f][1,2,4]triazin-2-amine